O1COC2=C1C=CC(=C2)\C=C/2\C(NC(=N2)N(C2=CC=CC=C2)CC)=O (Z)-5-(benzo[d][1,3]dioxol-5-ylmethylene)-2-(ethyl-(phenyl)amino)-3,5-dihydro-4H-imidazol-4-one